N1N=CC(=C1)C1OCCN(C1)C=1N=C(C=2N=C(N(C(C2N1)=O)C)C)C=1C=NC(=CC1)C(F)(F)F 6-(2-(1H-pyrazol-4-yl)morpholino)-2,3-dimethyl-8-(6-(trifluoromethyl)pyridin-3-yl)pyrimido[5,4-d]pyrimidin-4(3H)-one